FC=1C=CC(=NC1)NC(CC1=NN2C(NC(=CC2=O)C(=O)O)=C1)=O 2-(((5-fluoropyridin-2-yl)amino)-2-oxoethyl)-7-oxo-4,7-dihydropyrazolo[1,5-a]pyrimidine-5-carboxylic acid